4-bromo-2-((2-(((tert-butoxycarbonyl)(2-(6-methoxy-3-nitropyridin-2-yl)ethyl)-amino)methyl)-4-fluorophenyl)amino)-5-fluorobenzoic acid BrC1=CC(=C(C(=O)O)C=C1F)NC1=C(C=C(C=C1)F)CN(CCC1=NC(=CC=C1[N+](=O)[O-])OC)C(=O)OC(C)(C)C